N[C@H](C(=O)NS(=O)(=O)C)CCS(=O)(=N)CCCC (2S)-2-amino-4-(butylsulfonimidoyl)-N-(methylsulfonyl)butanamide